C(C1=CC=CC=C1)C(CCl)N(C)C benzyldimethylaminoethyl chloride